ClC1=NC=C(C(=N1)C=1C=C(C=CC1Cl)C1=CC=CC=C1)Cl 2,5-dichloro-4-(4-chloro-[1,1'-biphenyl]-3-yl)pyrimidine